1,3,5-tri(bromophenyl)benzene BrC1=C(C=CC=C1)C1=CC(=CC(=C1)C1=C(C=CC=C1)Br)C1=C(C=CC=C1)Br